FC=1C(=NC(=NC1)N1CCCC1)NC1=CC=C(C=C1)N N-(5-fluoro-2-(pyrrolidin-1-yl)pyrimidin-4-yl)benzene-1,4-diamine